3-(2-cyclopropyl-4-iodo-1H-imidazol-1-yl)bicyclo[1.1.1]Pentane-1-carbaldehyde C1(CC1)C=1N(C=C(N1)I)C12CC(C1)(C2)C=O